N-methyl-1-(7-(4-morpholino-2-(trifluoromethyl)benzyl)-2,7-diazaspiro[4.4]nonane-2-carbonyl)-1H-pyrazole-3-carboxamide CNC(=O)C1=NN(C=C1)C(=O)N1CC2(CC1)CN(CC2)CC2=C(C=C(C=C2)N2CCOCC2)C(F)(F)F